CN1CCC[C@H]1C2=CN=CC=C2 (-)-Nicotine